BrOBr dibromoether